6-(2,4-difluoro-3-methyl-phenyl)-3-methyl-1-(2-pyridylmethyl)imidazo[4,5-b]pyridin-2-one FC1=C(C=CC(=C1C)F)C=1C=C2C(=NC1)N(C(N2CC2=NC=CC=C2)=O)C